CC1=CC2=C(N=CN2)C=C1C L-5,6-dimethylbenzimidazole